cinnamamide chloride [Cl-].C(C=CC1=CC=CC=C1)(=O)N